2-(4-Fluoropiperidin-4-yl)-5-((1S,5R)-3-(8-(trifluoromethoxy)quinolin-5-yl)-5-(trifluoromethyl)-3-azabicyclo[3.1.0]hexane-1-yl)-1,3,4-oxadiazole FC1(CCNCC1)C=1OC(=NN1)[C@@]12CN(C[C@]2(C1)C(F)(F)F)C1=C2C=CC=NC2=C(C=C1)OC(F)(F)F